OC12OC3=C(C1(C(C1=CC=CC(=C12)[N+](=O)[O-])=O)NC(C(CC1=C(C=CC=C1)[N+](=O)[O-])=O)=O)C=CC(=C3)C(C)C N-(4b-hydroxy-7-isopropyl-4-nitro-10-oxo-4b,10-dihydro-9bH-indeno[1,2-b]benzofuran-9b-yl)-3-(2-nitrophenyl)-2-oxopropanamide